C(C1=CC=C(C=C1)OC)PCCPCC1=CC=C(C=C1)OC 1,2-bis(anisylphosphino)ethane